1-methyl-4-(1-((4-phenoxyphenyl)sulfonyl)piperidin-4-yl)-1,4-dihydropyrido[2,3-b]pyrazine-2,3-Dion CN1C2=C(N(C(C1=O)=O)C1CCN(CC1)S(=O)(=O)C1=CC=C(C=C1)OC1=CC=CC=C1)N=CC=C2